2-(2-Chlorophenyl)-N-(6-(4-(5-(2-(pyridin-2-yl)acetamido)-1,3,4-thiadiazol-2-yl)piperidin-1-yl)pyridazin-3-yl)acetamide ClC1=C(C=CC=C1)CC(=O)NC=1N=NC(=CC1)N1CCC(CC1)C=1SC(=NN1)NC(CC1=NC=CC=C1)=O